3-chloro-6-iodo-5-methyl-pyrazolo[1,5-a]pyrimidine ClC=1C=NN2C1N=C(C(=C2)I)C